pyridin-2-ylmethyl 4-methylbenzenesulfonate CC1=CC=C(C=C1)S(=O)(=O)OCC1=NC=CC=C1